2-[3-(9-phenanthryl)-5-(3-pyridyl)phenyl]-4,6-diphenyl-1,3,5-triazine C1=CC=CC=2C3=CC=CC=C3C(=CC12)C=1C=C(C=C(C1)C=1C=NC=CC1)C1=NC(=NC(=N1)C1=CC=CC=C1)C1=CC=CC=C1